COCC1C(C1)C1=CNC=2N=CN=C(C21)N[C@H]2CN(CCC2)C(C=C)=O ((R)-3-((5-(2-(methoxymethyl)cyclopropyl)-7H-pyrrolo[2,3-d]pyrimidin-4-yl)amino)piperidin-1-yl)prop-2-en-1-one